ClC1=CC=C(C=C1)[C@]1(CN(C[C@H]1F)C(=O)OCC1=CC=CC=C1)NS(=O)(=O)C1=CC=C(C=C1)OC(F)(F)F |r| benzyl rac-(3R,4R)-3-(4-chlorophenyl)-4-fluoro-3-[[4-(trifluoromethoxy)phenyl]sulfonylamino]pyrrolidine-1-carboxylate